CNC(C1=CC(=CC=C1)S(NC)(=O)=O)=O N-methyl-3-(N-methylsulfamoyl)benzamide